2-(4-methylpiperazin-1-yl)ethyl 8-((4-(4-chlorophenoxy)-3,5-difluorophenyl)sulfonyl)-1-(hydroxycarbamoyl)-3,8-diazabicyclo[3.2.1]octane-3-carboxylate ClC1=CC=C(OC2=C(C=C(C=C2F)S(=O)(=O)N2C3(CN(CC2CC3)C(=O)OCCN3CCN(CC3)C)C(NO)=O)F)C=C1